ClCC=1C=C2C=C(C=NC2=C(C1)N1CN(CC1)C)C1CC1 1-(6-(chloromethyl)-3-cyclopropylquinolin-8-yl)-3-methylimidazolidine